ClC1=C(C(=O)NC2=C(C(=C(C=C2)F)NC(CCSC2=CC=CC=C2)=O)F)C=C(C=C1)NC(=O)[C@@H]1C([C@H]1C1=CC(=C(C=C1)F)C(F)(F)F)(Cl)Cl 2-chloro-5-((1R,3R)-2,2-dichloro-3-(4-fluoro-3-(trifluoromethyl)phenyl)cyclopropane-1-carboxamido)-N-(2,4-difluoro-3-(3-(phenylthio)propionamido)phenyl)benzamide